1-(8-Amino-7-fluoro-6-(8-methyl-2,3-dihydro-1H-pyrido[2,3-b][1,4]oxazin-7-yl)isoquinolin-3-yl)-3-(3-fluoro-1-methylpiperidin-4-yl)urea NC=1C(=C(C=C2C=C(N=CC12)NC(=O)NC1C(CN(CC1)C)F)C1=C(C2=C(OCCN2)N=C1)C)F